C(CC(C)C)C(C(=O)O)C(C)C.C(CC(C)C)(=O)OCCC(C)C isoamyl isovalerate (isoamyl isovalerate)